O1CCC2=C1C=CC(=C2)CN2N=CC1=C(C2=O)N(C2=C1CCN(C2)S(=O)(=O)C)C 3-((2,3-dihydrobenzofuran-5-yl)methyl)-5-methyl-7-(methylsulfonyl)-3,5,6,7,8,9-hexahydro-4H-pyrido[4',3':4,5]pyrrolo[2,3-d]pyridazin-4-one